Cl.CN(C1CCC(CC1)NC1=NC=2N(C(C(=NC2C=N1)C1=CC(=C(C=C1F)NS(=O)(=O)CC1=CC=C(C=C1)F)F)=O)C(C)C)C N-(4-(2-(((1r,4r)-4-(Dimethylamino)cyclohexyl)amino)-8-isopropyl-7-oxo-7,8-dihydropteridin-6-yl)-2,5-difluorophenyl)-1-(4-fluorophenyl)methanesulfonamide hydrochloride